C(C)(C)(C)C1=C2N(N=C1OS(=O)(=O)C(F)(F)F)CC[C@@]21CN(CC1)C(=O)OC(C)(C)C1=C(C=C(C=C1F)CC=C)Br 2-(4-allyl-2-bromo-6-fluorophenyl)propan-2-ol tert-butyl-(3S)-2'-[(trifluoromethanesulfonyl)oxy]-5',6'-dihydrospiro[pyrrolidine-3,4'-pyrrolo[1,2-b]pyrazole]-1-carboxylate